tert-Butyl 4-(4-aminopyrrolo[2,1-f][1,2,4]triazin-7-yl)piperidine-1-carboxylate NC1=NC=NN2C1=CC=C2C2CCN(CC2)C(=O)OC(C)(C)C